(R)-9-(4-((1R,2S)-6-(tert-Butoxy)-2-phenyl-1,2,3,4-tetrahydronaphthalen-1-yl)phenyl)-3-(dimethoxymethyl)-1-oxa-9-azaspiro[5.5]undecane C(C)(C)(C)OC=1C=C2CC[C@@H]([C@@H](C2=CC1)C1=CC=C(C=C1)N1CCC2(CC[C@H](CO2)C(OC)OC)CC1)C1=CC=CC=C1